FC1=C(C=CC(=C1C)F)NC=1C2=C(N=CN1)C=CC(=N2)N2[C@@H]1CN([C@H](C2)C1)C(C=C)=O 1-((1S,4S)-5-(4-((2,4-difluoro-3-methylphenyl)amino)pyrido[3,2-d]pyrimidin-6-yl)-2,5-diazabicyclo[2.2.1]heptan-2-yl)prop-2-en-1-one